bis-(methacryloyloxyhexyl) phosphate P(=O)(OCCCCCCOC(C(=C)C)=O)(OCCCCCCOC(C(=C)C)=O)[O-]